N-methyl-N-(2-cyanophenyl)-acryloylglycine ethyl ester C(C)OC(C(N(C1=C(C=CC=C1)C#N)C)C(C=C)=O)=O